4-(4-bromobenzyl)piperidine-1,4-dicarboxylic acid 1-tert-butyl 4-ethyl ester C(C)OC(=O)C1(CCN(CC1)C(=O)OC(C)(C)C)CC1=CC=C(C=C1)Br